C(C1=CC=CC=C1)OC1=CC=CC(=N1)C1=CCN(CC1)CC1=NC2=C(N1C[C@H]1OCC1)C=C(C=C2)C(=O)O (S)-2-((6-(benzyloxy)-5',6'-dihydro-[2,4'-bipyridine]-1'(2'H)-yl)methyl)-1-(oxetan-2-ylmethyl)-1H-benzo[d]imidazole-6-carboxylic acid